NC1=C2CN(C(C2=CC=C1)=O)C1C(N(C(CC1)=O)CCC(=O)O)=O 3-(3-(4-amino-1-oxoisoindolin-2-yl)-2,6-dioxopiperidin-1-yl)propionic acid